Cl.N[C@H](C(=O)NCC1=C(C=C(C=C1)C(C)C)Cl)CCC(=O)N (2S)-2-amino-N-[(2-chloro-4-isopropylphenyl)methyl]Glutaramide hydrochloride